CC(CCCCCCC(N)N)CCCCC(CCCCCCC)C 8,13-dimethyleicosanediamine